2-(3,5-dichlorobenzoyl)hydrazinocarbonyl chloride ClC=1C=C(C(=O)NNC(=O)Cl)C=C(C1)Cl